OC1(CCN(CC12CCCC2)C(=O)C=2SC=C(N2)C(F)(F)F)CN2C=C(C(=CC2=O)C2=CC=CC=C2)C(=O)N(C)C 1-((10-Hydroxy-7-(4-(trifluoromethyl)thiazole-2-carbonyl)-7-azaspiro[4.5]decan-10-yl)methyl)-N,N-dimethyl-6-oxo-4-phenyl-1,6-dihydropyridin-3-carboxamid